(R,E)-3-(5-(5-cyano-1-methyl-1H-pyrazol-4-yl)-1H-pyrrolo[2,3-b]pyridin-3-yl)-N-(1-(3,4-dimethoxyphenyl)ethyl)acrylamide C(#N)C1=C(C=NN1C)C=1C=C2C(=NC1)NC=C2/C=C/C(=O)N[C@H](C)C2=CC(=C(C=C2)OC)OC